2-(3,3-Difluoro-1-hydroxycyclobutyl)-N-((2-(2,2,2-trifluoroethoxy)pyridin-4-yl)methyl)acetamide FC1(CC(C1)(O)CC(=O)NCC1=CC(=NC=C1)OCC(F)(F)F)F